methyl 4-[1-(2,2-dimethylpropanoyl)-5-(4-fluorophenyl)-6-isopropyl-pyrrolo[2,3-f]indazol-7-yl]-3,5-difluoro-benzoate CC(C(=O)N1N=CC2=CC3=C(C=C12)C(=C(N3C3=CC=C(C=C3)F)C(C)C)C3=C(C=C(C(=O)OC)C=C3F)F)(C)C